n-heneicosyl-butanediamine C(CCCCCCCCCCCCCCCCCCCC)C(CCC)(N)N